3-((2S)-2-hydroxy-3-(8-(3-(pyridin-2-yl)phenylsulfonyl)-1-oxa-8-azaspiro[4.5]dec-3-ylamino)propoxy)-N-methylbenzenesulfonamide O[C@H](COC=1C=C(C=CC1)S(=O)(=O)NC)CNC1COC2(C1)CCN(CC2)S(=O)(=O)C2=CC(=CC=C2)C2=NC=CC=C2